CC1=C(SC(=C1/C(=C(/C#N)\C2=C(SC(=C2C)C)C)/C#N)C)C Cis-1,2-Dicyano-1,2-bis(2,4,5-trimethyl-3-thienyl)ethene